6-chloro-2-(5-fluoro-2-methoxypyridin-3-yl)-1,3-dimethyl-1H-pyrrolo[3,2-c]pyridine ClC1=CC2=C(C=N1)C(=C(N2C)C=2C(=NC=C(C2)F)OC)C